(S)-3-(tert-butoxy)-2-(1H-pyrrolo[2,3-b]pyridin-1-yl)propyl-4-methylbenzenesulfonate C(C)(C)(C)OC[C@@H](COS(=O)(=O)C1=CC=C(C=C1)C)N1C=CC=2C1=NC=CC2